hydroxy-9-isobutyl-2,2,4,4-tetramethyl-7-(3-methylbutanoyl)-6-(3-(piperazin-1-yl)propoxy)-4,9-dihydro-1H-xanthene-1,3(2H)-dione OC1=C2OC=3C(C(C(C(C3C(C2=CC(=C1OCCCN1CCNCC1)C(CC(C)C)=O)CC(C)C)=O)(C)C)=O)(C)C